C(C)OC(C(=C(C1=CC=CC=C1)C1=CC=CC=C1)C#N)=O.ClC=1C=NC(=C(C(=O)NC2CCC(CC2)CN2C(N(C3=C2C=CC=C3)C3=CC(=CC=C3)C3=NOC(=N3)C)=O)C1)C 5-chloro-2-methyl-N-((1r,4r)-4-((3-(3-(5-methyl-1,2,4-oxadiazol-3-yl)phenyl)-2-oxo-2,3-dihydro-1H-benzo[d]imidazol-1-yl)methyl)cyclohexyl)nicotinamide Ethyl-α-cyano-β,β-diphenylacrylat